2-(4-(6-((1S,6R,7R)-7-(aminomethyl)-7-(2-fluorophenyl)-3-azabicyclo[4.1.0]heptan-3-yl)-1H-pyrazolo[3,4-b]pyrazin-3-yl)-3-chlorophenyl)acetamide NC[C@@]1([C@@H]2CCN(C[C@H]12)C1=CN=C2C(=N1)NN=C2C2=C(C=C(C=C2)CC(=O)N)Cl)C2=C(C=CC=C2)F